C12CNCC(CC1)N2C=2SC=1CN(CCC1N2)C(CCC=2C=NC(=CC2)F)=O 1-(2-(3,8-diazabicyclo[3.2.1]octan-8-yl)-6,7-dihydrothiazolo[5,4-c]pyridin-5(4H)-yl)-3-(6-fluoropyridin-3-yl)propan-1-one